((2-chloro-4-phenoxyphenyl)(hydroxy)methyl)-2-((methoxy-d3)methyl)-2-(methyl-d3)-1,2,4,7-tetrahydro-3H-pyrrolo[3',2':5,6]pyrido[3,4-b]pyrazin-3-one ClC1=C(C=CC(=C1)OC1=CC=CC=C1)C(O)N1C2=C(NC(C1(C([2H])([2H])[2H])COC([2H])([2H])[2H])=O)C=NC1=C2C=CN1